2-(2-(perfluoroethyl)-4-(p-tolyl)imidazo[1',2':1,6]pyrido[2,3-d]pyrimidin-8-yl)-1,3,4-oxadiazole FC(C(F)(F)F)(C=1N=C(C2=C(N1)N1C(C=C2)=NC(=C1)C=1OC=NN1)C1=CC=C(C=C1)C)F